B([O-])(O)O.B(O)(O)O.B(O)(O)O.B(O)(O)O.B(O)(O)O.[Na+] sodium tetraborate (Borate)